(1-(2,4-difluorobenzyl)cyclopentyl)methanamine FC1=C(CC2(CCCC2)CN)C=CC(=C1)F